Propan-2-yl (2R)-2-({[(1S)-1-[2-chloro-4-(trifluoromethyl)phenyl]ethyl](methyl)carbamoyl}oxy)-3-(pyrimidin-2-yl)propanoate ClC1=C(C=CC(=C1)C(F)(F)F)[C@H](C)N(C(=O)O[C@@H](C(=O)OC(C)C)CC1=NC=CC=N1)C